C1CCC2=CC(=CC=C12)OC(CF)=O 2-fluoroacetic acid indan-5-yl ester